7-(2-bromo-3-(13H-dibenzo[a,h]carbazol-13-yl)phenyl)-7H-dibenzo[b,g]carbazole BrC1=C(C=CC=C1N1C2=CC3=C(C=C2C2=CC=C4C(=C12)C=CC=C4)C=CC=C3)N3C4=CC=C1C(=C4C=4C=C2C(=CC34)C=CC=C2)C=CC=C1